1-(phenylmethyl)-3,4-pyrrolidinedicarboxylic acid C1(=CC=CC=C1)CN1CC(C(C1)C(=O)O)C(=O)O